2-oxo-dihydropyrrole O=C1NC=CC1